[Pb].[Se] selenium-lead